BrC=1C=C2C(=CC=NC2=CC1)NC1=CC(=CC(=C1)OC)C=1C=NOC1 6-bromo-N-(3-(isoxazol-4-yl)-5-methoxyphenyl)quinolin-4-amine